tert-butyl 4-[(1R)-1-(7-chloro-1,6-naphthyridin-2-yl)-1-hydroxyethyl]piperidine-1-carboxylate ClC1=NC=C2C=CC(=NC2=C1)[C@](C)(O)C1CCN(CC1)C(=O)OC(C)(C)C